CC=1C=C(C=CC1S(=O)(=O)C)C1=C2C(=NNC2=CC=C1S(=O)(=O)C)OC(F)(F)F 4-(3-methyl-4-(methylsulfonyl)phenyl)-5-(methylsulfonyl)-3-(trifluoromethoxy)-1H-indazole